5-(2-methylbutanoyl)amino-3-(1-(sec-butyl)-1,2,3,6-tetrahydropyridin-4-yl)-1H-indole CC(C(=O)NC=1C=C2C(=CNC2=CC1)C=1CCN(CC1)C(C)CC)CC